N(=[N+]=[N-])C1CCC=2C(N(C1=O)C)=CC(N(C2)CC2CC2)=O 3-azido-7-(cyclopropylmethyl)-1-methyl-4,5-dihydro-1H-pyrido[4,3-b]azepine-2,8(3H,7H)-dione